2,2'-((thiobis(ethane-2,1-diyl))bis(sulfanediyl))bis(ethane-1-thiol) S(CCSCCS)CCSCCS